OCC hydroxyethane